NC1=CC(=C(C=C1)B(O)O)Cl (4-amino-2-chloro-phenyl)boronic acid